1,4,2-diazaborinine-2,3,5,6(1H)-tetracarbonitrile N1B(C(=NC(=C1C#N)C#N)C#N)C#N